NC1=CN=C(C(=N1)N1CCC2(CC1)CC1=CC=CC=C1[C@@H]2N[S@@](=O)C(C)(C)C)C#N (S)-N-[(3R)-1'-(6-amino-3-cyanopyrazin-2-yl)-1,3-dihydrospiro[indene-2,4'-piperidine]-3-yl]-2-methylpropane-2-sulfinamide